[N-](C#N)C#N.[SH3+] sulfonium dicyanamide salt